(S)-4-((2-(3,5-difluorophenoxy)ethyl)(4-(5,6,7,8-tetrahydro-1,8-naphthyridin-2-yl)butyl)amino)-2-((6-methylpyrazin-2-yl)amino)butanoic acid FC=1C=C(OCCN(CC[C@@H](C(=O)O)NC2=NC(=CN=C2)C)CCCCC2=NC=3NCCCC3C=C2)C=C(C1)F